C1(=NC(=CC2=C1NC1=CC=CC=C21)C(=O)N)C(=O)N 9H-pyrido[3,4-b]indole-1,3-dicarboxamide